m-isopropenyl-isopropylbenzene C(=C)(C)C=1C=C(C=CC1)C(C)C